ClC1=CC=C(C=C1)N(CC(=O)O)C N-(4-chlorophenyl)-N-methylglycine